1-(4-{[3-fluoro-5-(trifluoromethyl)phenyl]methyl}pyridin-2-yl)-1,4,5,6-tetrahydrocyclopenta[d][1,2,3]triazol-4-amine FC=1C=C(C=C(C1)C(F)(F)F)CC1=CC(=NC=C1)N1N=NC2=C1CCC2N